(R)-2-((1-(3-cyano-2-(3-cyanoazetidin-1-yl)-7-methyl-4-oxo-4H-pyrido[1,2-a]pyrimidin-9-yl)ethyl)amino)benzoic acid C(#N)C1=C(N=C2N(C1=O)C=C(C=C2[C@@H](C)NC2=C(C(=O)O)C=CC=C2)C)N2CC(C2)C#N